C(COCC(=O)O)OCC(=O)O 2,2'-[1,2-ethanediylbis(oxy)]bis-acetic acid